C(CCCCCCC\C=C/CCCCCCCC)(=O)C(C(=O)O)CC(CCCCCCC\C=C/CCCCCCCC)=O 2,3-dioleoyl-propanoic acid